C12CC(CC2C1)N1C(C(=CC2=C1N=C(N=C2)NC2CCN(CC2)S(=O)(=O)C)C#N)=O 8-(bicyclo[3.1.0]hexan-3-yl)-2-((1-(methylsulfonyl)piperidin-4-yl)amino)-7-oxo-7,8-dihydropyrido[2,3-d]pyrimidine-6-carbonitrile